ClC1=NC=CC2=C1N=C(N=C2NC2(CC2)C)C2=CC=NC=C2 8-chloro-N-(1-methylcyclopropyl)-2-(pyridin-4-yl)pyrido[3,4-d]pyrimidin-4-amine